BrC=1C=C(C=CC1)C1(CC2(CN(C2)S(=O)(=O)C)C1)C1=NN=CN1C 6-(3-bromophenyl)-2-methanesulfonyl-6-(4-methyl-1,2,4-triazol-3-yl)-2-azaspiro[3.3]heptane